Cl.NCC1CN(CCO1)C(=O)OC(C)(C)C tert-butyl 2-(aminomethyl)morpholine-4-carboxylate hydrochloride